(2-aminothiazol-4-yl)(5-(3-fluoro-4-(trifluoromethyl)phenoxy)-3,4-dihydroisoquinolin-2(1H)-yl)methanone NC=1SC=C(N1)C(=O)N1CC2=CC=CC(=C2CC1)OC1=CC(=C(C=C1)C(F)(F)F)F